N1(CCC1)C1CCN(CC1)CC1=CC=C(C=C1)C=1C=C(C2=C(N(C(=N2)C2=CC=C(C=C2)S(=O)(=O)C)C)C1)C 6-(4-((4-(Azetidin-1-yl)piperidin-1-yl)methyl)phenyl)-1,4-dimethyl-2-(4-(methylsulfonyl)phenyl)-1H-benzo[d]imidazol